7'-((7H-pyrrolo[2,3-d]pyrimidin-4-yl)amino)-5'-chloro-1'H-spiro[cyclobutane-1,2'-quinazolin]-4'(3'H)-one hydrochloride Cl.N1=CN=C(C2=C1NC=C2)NC2=CC(=C1C(NC3(NC1=C2)CCC3)=O)Cl